6-((4-cyano-2-fluorobenzyl)oxy)pyridin-2-ylpiperidine-1-carboxylate C(#N)C1=CC(=C(COC2=CC=CC(=N2)OC(=O)N2CCCCC2)C=C1)F